COC(=O)C1N(CCNC1)C=1C=C2C(=CC(=NC2=C(C1)F)C1CC1)N(CC)C=1SC(=C(N1)C=1C=NC(=CC1)C)C#N 1-(4-((5-cyano-4-(6-methylpyridin-3-yl)thiazol-2-yl)(ethyl)amino)-2-cyclopropyl-8-fluoroquinolin-6-yl)piperazine-2-carboxylic acid methyl ester